NC=1SC2=C(N1)C(=CC(=C2)F)C(C(C)(C)C)O 1-(2-amino-6-fluorobenzo[d]thiazol-4-yl)-2,2-dimethylpropan-1-ol